benzyl (3aR,7aS)-1-(3,5-dichloro-2-pyridyl)-3,3a,4,6,7,7a-hexahydro-2H-pyrrolo[3,2-c]pyridine-5-carboxylate ClC=1C(=NC=C(C1)Cl)N1CC[C@@H]2CN(CC[C@@H]21)C(=O)OCC2=CC=CC=C2